[Cl-].[Cl-].CC=1C(C2=C3C(=CC=C2C1)C=CC=C3)[Zr+2]C3C(=CC1=CC=C2C(=C31)C=CC=C2)C bis(2-methyl-benzo-indenyl)zirconium dichloride